2-((4-(6-((4-cyano-2-fluorobenzyl)oxy)pyridin-2-yl)piperidin-1-yl)methyl)-1-(thiazol-5-ylmethyl)-1H-benzo[d]imidazole-6-carboxylic acid C(#N)C1=CC(=C(COC2=CC=CC(=N2)C2CCN(CC2)CC2=NC3=C(N2CC2=CN=CS2)C=C(C=C3)C(=O)O)C=C1)F